COC1=NC=NC(=C1N1CCC(CC1)N1C(N(C=2C(C1)=CN(N2)C)CC2=C(C=CC=C2)C(F)(F)F)=O)C 5-[1-(4-Methoxy-6-methyl-pyrimidin-5-yl)-piperidin-4-yl]-2-methyl-7-(2-trifluoromethyl-benzyl)-2,4,5,7-tetrahydro-pyrazolo[3,4-d]pyrimidin-6-one